5-(1-fluorocyclopropyl)-N-methyl-1H-pyrazol-3-amine FC1(CC1)C1=CC(=NN1)NC